(S)-1-(hexadecyloxy)-3-(trityloxy)propan-2-ol C(CCCCCCCCCCCCCCC)OC[C@@H](COC(C1=CC=CC=C1)(C1=CC=CC=C1)C1=CC=CC=C1)O